((1r,4r)-4-((2-amino-4-(3,5-dimethylisoxazol-4-yl)phenyl)amino)cyclohexyl)carbamate NC1=C(C=CC(=C1)C=1C(=NOC1C)C)NC1CCC(CC1)NC([O-])=O